N2-cyclopropyl-N4-(2-fluoro-5-nitrophenyl)-5-[4-(trifluoromethyl)phenyl]pyrimidine-2,4-diamine C1(CC1)NC1=NC=C(C(=N1)NC1=C(C=CC(=C1)[N+](=O)[O-])F)C1=CC=C(C=C1)C(F)(F)F